FC=1C(=C(C(=O)OC)C=C(C1)O)C Methyl 3-fluoro-5-hydroxy-2-methylbenzoate